CN1N=CC(=C1)C=1N=C(C=2N(C1)N=CC2)N2CCC(CC2)CN2C(CNCC2)=O ((1-(6-(1-methyl-1H-pyrazol-4-yl)pyrazolo[1,5-a]pyrazin-4-yl)piperidin-4-yl)methyl)piperazin-2-one